tert-butyl 2-benzyl-2,6-diazaspiro[3.5]nonane-6-carboxylate C(C1=CC=CC=C1)N1CC2(C1)CN(CCC2)C(=O)OC(C)(C)C